8-(Tert-butyl) 2-ethyl-4-oxo-3,8-diazabicyclo[3.2.1]octane-2,8-dicarboxylate C(C)C1(C2CCC(C(N1)=O)N2C(=O)OC(C)(C)C)C(=O)[O-]